N-(3-Aminophenyl)sulfonyl-6-tert-butyl-2-(4-tert-butylphenyl)pyridin-3-carboxamid NC=1C=C(C=CC1)S(=O)(=O)NC(=O)C=1C(=NC(=CC1)C(C)(C)C)C1=CC=C(C=C1)C(C)(C)C